C1(CC1)C1=NC=C(C=N1)C(=O)N1CC2=C(C=C(C=C2CC1)C=1C=C2C(=NC1)NC=C2C)[C@H]2NCCC2 (S)-(2-cyclopropylpyrimidin-5-yl)(6-(3-methyl-1H-pyrrolo[2,3-b]pyridin-5-yl)-8-(Pyrrolidin-2-yl)-3,4-dihydroisoquinolin-2(1H)-yl)methanone